2-amino-2-methyl-1,3-propanediol lactate C(C(O)C)(=O)OCC(CO)(C)N